ClC1=CC=C(C=N1)CN(C1=CC(OC1)=O)CC(F)F 4-{[(6-Chloropyridin-3-yl)methyl](2,2-difluoroethyl)amino}furan-2(5H)-one